(R)-2-(2,2,5,5-tetramethyl-1,3-dioxolan-4-yl)ethyl methanesulfonate CS(=O)(=O)OCC[C@H]1OC(OC1(C)C)(C)C